C(C1=CC=CC=C1)(=O)C1C(C2CCCN2C12C(C1=CC=CC3=CC=CC2=C13)=O)C1=CC=CC=C1 2'-benzoyl-1'-phenyl-1',2',5',6',7',7a'-hexahydro-2H-spiro[acenaphthylene-1,3'-pyrrolizin]-2-one